8-methoxy-6-[7-[(4-methylmorpholin-2-yl)methoxy]imidazo[1,2-a]pyridin-3-yl]-2-(2,2,2-trifluoroethyl)-3,4-dihydroisoquinolin-1-one COC=1C=C(C=C2CCN(C(C12)=O)CC(F)(F)F)C1=CN=C2N1C=CC(=C2)OCC2CN(CCO2)C